O1N=C(C2=C1C=CC=C2)C2=C(C=CC=C2Br)[C@H](CC2=NC=CC=C2)N[S@@](=O)C(C)(C)C (S)-N-{(S)-1-[2-(Benzo[d]isoxazol-3-yl)-3-bromophenyl]-2-(pyridine-2-yl)ethyl}-2-methylpropane-2-sulfinamide